4-((1R,3s,5S,6r)-6-(1-isopropyl-3-(3-(trifluoromethoxy)phenyl)-1H-1,2,4-triazol-5-yl)bicyclo[3.1.0]hexan-3-yl)-1,4-oxaazepane C(C)(C)N1N=C(N=C1C1[C@H]2CC(C[C@@H]12)N1CCOCCC1)C1=CC(=CC=C1)OC(F)(F)F